4-(3-(4-Chlorophenyl)-5-(quinoxalin-5-yl)-4,5-dihydro-1H-pyrazol-1-yl)-4-oxobutanoic acid ClC1=CC=C(C=C1)C1=NN(C(C1)C1=C2N=CC=NC2=CC=C1)C(CCC(=O)O)=O